FC(C(=O)O)(F)F.N[C@H](C(=O)NCC1=C(C(=CC=C1)OC)OC)COC (S)-2-amino-N-(2,3-dimethoxybenzyl)-3-methoxypropanamide 2,2,2-trifluoroacetate